1-Bromoundecanol BrC(CCCCCCCCCC)O